Br[Si](CCC(F)(F)F)(CCC(F)(F)F)CCC(F)(F)F bromotris(3,3,3-trifluoropropyl)silane